(1R,2R)-1-((2R,3R,4S,6R)-4-acetoxy-3-(2-acetoxyacetamido)-6-azido-6-(methoxycarbonyl)tetrahydro-2H-pyran-2-yl)-3-(2-(4-chlorophenyl)acetamido)propane-1,2-diyl diacetate C(C)(=O)O[C@H]([C@@H](CNC(CC1=CC=C(C=C1)Cl)=O)OC(C)=O)[C@@H]1O[C@](C[C@@H]([C@H]1NC(COC(C)=O)=O)OC(C)=O)(C(=O)OC)N=[N+]=[N-]